C(C)(C)N1C2=NC(=NC(=C2N=C1)NCC1=C(C=CC=C1)N1N=C(C=C1)C(C)(C)OC)N1CCC(CC1)NC 9-isopropyl-N-(2-(3-(2-methoxypropan-2-yl)-1H-pyrazol-1-yl)benzyl)-2-(4-(methylamino)piperidin-1-yl)-9H-purin-6-amine